OC1=C(C(=CC=C1)C)C(C=CC1=CC=C(C=C1)C)=O 1-(2-Hydroxy-6-methylphenyl)-3-(4-methylphenyl)prop-2-en-1-one